5-chloro-2-(N-((1S)-2-(6-fluoro-2,3-dimethylphenyl)-1-(5-oxo-4,5-dihydro-1,3,4-oxadiazol-2-yl)propyl)sulfamoyl)-3-methoxybenzoic acid ClC=1C=C(C(=C(C(=O)O)C1)S(N[C@@H](C(C)C1=C(C(=CC=C1F)C)C)C=1OC(NN1)=O)(=O)=O)OC